O1C(=O)C(=CC2=CC=CC=C12)CCO Coumarin-ethanol